((7R)-7-Amino-2-azabicyclo[2.2.1]heptan-2-yl)(2-(1-(cyclopropylmethyl)-6-methyl-1H-pyrrolo[2,3-b]pyridin-2-yl)-3-methylbenzofuran-6-yl)methanone N[C@H]1C2N(CC1CC2)C(=O)C2=CC1=C(C(=C(O1)C1=CC=3C(=NC(=CC3)C)N1CC1CC1)C)C=C2